1-(1-acetylpiperidine-3-carbonyl)-4-fluoro-N-{phenyl[4-(propan-2-yl)phenyl]methyl}pyrrolidine-2-carboxamide C(C)(=O)N1CC(CCC1)C(=O)N1C(CC(C1)F)C(=O)NC(C1=CC=C(C=C1)C(C)C)C1=CC=CC=C1